FC(C1=NC(=NC(=N1)C(F)(F)F)N1[C@H](C=2NC3=CC=C(C=C3C2CC1)O)CC(C)C)(F)F (1S)-2-[4,6-bis(trifluoromethyl)-1,3,5-triazin-2-yl]-1-(2-methylpropyl)-2,3,4,9-tetrahydro-1H-pyrido[3,4-b]indol-6-ol